FC1OC2=C(OC1)C=C(C=C2N2CCNCC2)F 3,7-Difluoro-5-(piperazin-1-yl)-2,3-dihydro-1,4-benzodioxine